ClC=C(C(=O)O)O 3-chloro-2-hydroxy-acrylic acid